NC1=CC=C(C=C1)CN1CCN(CC1)C(=O)OC(C)(C)C tert-butyl 4-[(4-aminophenyl)methyl]piperazine-1-carboxylate